(1S,3S)-3-((6-(3-((((2-cyclopropylethyl)(methyl)carbamoyl)oxy)methyl)-5-fluoro Thiophen-2-yl)-2-methylpyridin-3-yl)oxy)cyclohexane-1-carboxylate C1(CC1)CCN(C(=O)OCC1=C(SC(=C1)F)C1=CC=C(C(=N1)C)O[C@@H]1C[C@H](CCC1)C(=O)[O-])C